(S)-methyl 6-(4-(2-(3-(2-hydroxyphenyl)-5-methyl-7,8-dihydro-5H-pyrido[3',4':4,5]pyrrolo[2,3-c]pyridazin-6(9H)-yl)pyrimidin-5-yl)piperidin-1-yl)spiro[3.3]heptane-2-carboxylate OC1=C(C=CC=C1)C1=CC2=C(N=N1)NC1=C2[C@@H](N(CC1)C1=NC=C(C=N1)C1CCN(CC1)C1CC2(CC(C2)C(=O)OC)C1)C